4-(tert-butylamino)-N-(3-(6-(1',2',3',6'-tetrahydro-[2,4'-bipyridyl]-5-yl)benzo[d]thiazol-2-yl)-4,5,6,7-tetrahydrothieno[2,3-c]pyridin-2-yl)cyclohexane-1-carboxamide C(C)(C)(C)NC1CCC(CC1)C(=O)NC1=C(C2=C(CNCC2)S1)C=1SC2=C(N1)C=CC(=C2)C=2C=CC(=NC2)C=2CCNCC2